N1(CCNCC1)CCOC1=CC=C(C=C1)NC1=NC(=NC=2C=NNC(C21)=O)N2CCCCC2 4-((4-(2-(piperazin-1-yl)ethoxy)phenyl)amino)-2-(piperidin-1-yl)pyrimido[4,5-d]pyridazin-5(6H)-one